4-[[(2S)-1,4-dioxan-2-yl]methoxy]-1-methyl-9-(2-methyl-1-piperidyl)-6,7-dihydrobenzo[a]quinolizin-2-one O1[C@@H](COCC1)COC=1N2CCC3=C(C2=C(C(C1)=O)C)C=CC(=C3)N3C(CCCC3)C